Cl.NC/C(/CN1N=CN(C1=O)CC=1SC(=CC1)C1=CC=C(C=C1)C1=NOC(=N1)C1CC1)=C\F 2-[(2E)-2-(aminomethyl)-3-fluoroprop-2-en-1-yl]-4-({5-[4-(5-cyclopropyl-1,2,4-oxadiazol-3-yl)phenyl]thiophen-2-yl}methyl)-2,4-dihydro-3H-1,2,4-triazol-3-one hydrochloride